CC1(CCOCC1)NC(O[C@H]1C[C@H](CC1)C1=CC(=NN1)NC(CC=1C=NN(C1)C)=O)=O (1R,3S)-3-(3-{[(1-methyl-1H-pyrazol-4-yl)acetyl]-amino}-1H-pyrazol-5-yl)-cyclopentyl (4-methyl-tetrahydro-2H-pyran-4-yl)-carbamate